C1(=CC=CC=C1)C1=CN=C(S1)CNC1=CC=C(C=C1)C ((5-phenylthiazol-2-yl)methyl)-4-methylaniline